C(CC)[SiH]1O[SiH2]O[SiH2]O[SiH](O1)CCC 6,8-dipropylcyclotetrasiloxane